tert-butyl (2-(5-(1-ethoxyvinyl)thiophen-2-yl)-2-hydroxyethyl)(methyl)carbamate C(C)OC(=C)C1=CC=C(S1)C(CN(C(OC(C)(C)C)=O)C)O